6-(4-Fluoro-3-methyl-phenyl)-1-(3-pyridylmethyl)-3H-imidazo[4,5-b]pyridin FC1=C(C=C(C=C1)C=1C=C2C(=NC1)NCN2CC=2C=NC=CC2)C